OC(CN1CCN(CC1)C=1C=CC(=C(C(=O)OC)C1)C)(C)C methyl 5-(4-(2-hydroxy-2-methylpropyl) piperazin-1-yl)-2-methylbenzoate